ClC1=CC2=C(NC(=N2)CNC=2C=3N(N=C(C2)N2CCN(CC2)C(=O)N)C(=CN3)C(F)(F)F)C=C1Cl 4-(8-(((5,6-Dichloro-1H-Benzo[d]imidazol-2-yl)methyl)amino)-3-(trifluoromethyl)imidazo[1,2-b]Pyridazin-6-yl)Piperazine-1-carboxamide